C(C1=CC=CC=C1)N1[C@@H](CC(C[C@@H]1C)=O)C (2R,6S)-1-benzyl-2,6-dimethyl-piperidin-4-one